COP(OC)(=O)CS(=O)(=O)C1=CC=C(C=C1)NC(=O)C1=NC(=CN=C1N(C)C)C1=CC=C(C=C1)C.C(C(=C)C)(=O)OCCC[Si](OC)(OC)OC [3-(methacryloyloxy)propyl]trimethoxysilane dimethyl-(4-(3-(dimethylamino)-6-p-tolylpyrazine-2-carboxamido)phenylsulfonyl)methylphosphonate